F[P-](F)(F)(F)(F)F.OC1=CC(=C(C=C1)C=1C=CC=C2[SH+]C=3C=CC=CC3SC12)OCC 9-(4-hydroxy-ethoxyphenyl)thianthrenium hexafluorophosphate